C(CC)NNC=CCCCCCCCCCCCCCCCC N-propylamino-1-octadecenylamine